FC1=NC=CC2=C1CC1CCC2N1C(=O)NC=1SC(=NN1)C(F)(F)F (±)-1-fluoro-N-(5-(trifluoromethyl)-1,3,4-thiadiazol-2-yl)-6,7,8,9-tetrahydro-5H-5,8-epiminocyclohepta[c]pyridine-10-carboxamide